CC1=C(C(=C(C1(C)[Ir])C)C)C (pentamethylcyclopentadienyl)iridium(I)